1-butylimidazolium hydrogensulfate S(=O)(=O)(O)[O-].C(CCC)N1C=[NH+]C=C1